(difluoro(2-(((3S,6S,9S,10aR)-9-hydroxy-3-(3-(morpholine-4-carbonyl)azetidine-1-carbonyl)-5-oxodecahydropyrrolo[1,2-a]azocin-6-yl)carbamoyl)benzo[b]thiophen-5-yl)methyl)phosphonic acid FC(C1=CC2=C(SC(=C2)C(N[C@H]2CC[C@@H](C[C@@H]3N(C2=O)[C@@H](CC3)C(=O)N3CC(C3)C(=O)N3CCOCC3)O)=O)C=C1)(F)P(O)(O)=O